FC1=CC=CC(=N1)C(=C1CCN(CC1)C(=O)OC(C)(C)C)C1=CC=CC=C1 tert-Butyl 4-((6-fluoropyridin-2-yl)(phenyl)methylene)piperidine-1-carboxylate